(S)-1-Amino-2-(1-methacryloylpiperidin-2-yl)-4-(4-(pyridin-2-ylcarbamoyl)phenyl)-1H-imidazol-5-carboxamid NN1C(=NC(=C1C(=O)N)C1=CC=C(C=C1)C(NC1=NC=CC=C1)=O)[C@H]1N(CCCC1)C(C(=C)C)=O